N-(4-(3-(tert-Butyl)-1H-pyrazol-1-yl)butyl)-2-methoxy-3H-imidazo[4,5-b]pyridine-3-carboxamide C(C)(C)(C)C1=NN(C=C1)CCCCNC(=O)N1C(=NC=2C1=NC=CC2)OC